4-(2-bromo-6,7-dihydrothiazolo[5,4-c]pyridin-5(4H)-yl)-3-methylisoxazolo[5,4-d]pyrimidine BrC=1SC=2CN(CCC2N1)C1=C2C(=NC=N1)ON=C2C